NC1=C(C=C(N=N1)C1=C(C=CC=C1)O)N1CC2CCC(C1)N2C2=CC(=NC=C2)C#CCN2C[C@@H](O[C@@H](C2)C)C 2-[6-amino-5-[8-[2-[3-[(2S,6R)-2,6-dimethylmorpholin-4-yl]prop-1-ynyl]-4-pyridyl]-3,8-diazabicyclo[3.2.1]octan-3-yl]pyridazin-3-yl]phenol